NCCCCCS(=O)(=O)O L-5-aminopentane-1-sulfonic acid